5-{2-chloroimidazo[1,5-b]pyridazin-4-yl}-1,4-dimethyl-1H-1,2,3-triazole ClC=1C=C(C=2N(N1)C=NC2)C2=C(N=NN2C)C